ClC1=C(C=C(C=C1)F)C1NC(C=2C=3C=NN(C3C=C(C21)C2=C(C(=O)N)C=C(C=C2C(F)(F)F)F)C)=O [6-(2-chloro-5-fluorophenyl)-3-methyl-8-oxo-7,8-dihydro-6H-pyrrolo[4,3-e]indazol-5-yl]-5-fluoro-3-(trifluoromethyl)benzamide